N1=C(C=CC=C1)CN1CC(C1)C(=O)O 1-(pyridin-2-ylmethyl)azetidine-3-carboxylic acid